CC1=NC(=NC(=C1)C)S 4,6-dimethyl-2-mercaptopyrimidine